CS(=O)(=O)CC(=O)N1[C@H]([C@H](CCC1)NS(=O)(=O)C)CO[C@@H]1CC[C@@H](CC1)C1=CC=CC=C1 N-((2R,3S)-1-((methylsulfonyl)acetyl)-2-(((cis-4-phenylcyclohexyl)oxy)methyl)-piperidin-3-yl)methanesulfonamide